BrC1=CN=C(C(=N1)NCC=1C(=C2C=CC=NC2=CC1F)F)N 6-bromo-N2-((5,7-Difluoroquinolin-6-yl)methyl)pyrazine-2,3-diamine